6-(Dimethylamino)-N'-((1,2,3,5,6,7-hexahydro-s-indacen-4-yl)carbamoyl)-4,5,6,7-tetrahydro-benzo[b]thiophene-2-sulfonimidamide CN(C1CCC2=C(SC(=C2)S(=O)(N)=NC(NC2=C3CCCC3=CC=3CCCC23)=O)C1)C